3-[3-methyl-2-oxo-4-[7-(4-piperidyloxy)heptyl]benzimidazol-1-yl]piperidine-2,6-dione CN1C(N(C2=C1C(=CC=C2)CCCCCCCOC2CCNCC2)C2C(NC(CC2)=O)=O)=O